tert-Butyl 2-((3-bromo-5-chloropyridin-2-yl)methoxy-d2)acetate BrC=1C(=NC=C(C1)Cl)C(OCC(=O)OC(C)(C)C)([2H])[2H]